C(=O)=C(CCCCCC(C)(C)C)CCCCCC(C)(C)C 8-carbonyl-2,2,14,14-tetramethylpentadecane